C(C=C)(=O)N[C@@H](CCSC)C(=O)O Acryloylmethionin